C(C)(=O)[Mn+] acetylmanganese (II)